tert-butyl (6-(2-bromoacetyl)pyridin-3-yl)carbamate BrCC(=O)C1=CC=C(C=N1)NC(OC(C)(C)C)=O